Trimethylallyl phosphate P(=O)(OC(C=C(C)C)C)([O-])[O-]